tert-butyl (S)-4-(6-cyano-7-(2-fluorophenyl)-1-(2-isopropyl-4-methylpyridin-3-yl)-2-oxo-1,2-dihydroquinazolin-4-yl)-3-methylpiperazine-1-carboxylate C(#N)C=1C=C2C(=NC(N(C2=CC1C1=C(C=CC=C1)F)C=1C(=NC=CC1C)C(C)C)=O)N1[C@H](CN(CC1)C(=O)OC(C)(C)C)C